NC1=C(C=CC=C1)C1=C(C=CC=C1)[Pd+] [2-(2-Aminophenyl)phenyl]palladium(1+)